CN(C)C(N(C)C)=N\C(=N/C1CCCCC1)\NC1CCCCC1 (Z)-{[bis(dimethylamino)-methylidene]amino}-N-cyclohexyl(cyclohexylamino)methanimine